(Z)-2-cyano-3-hydroxy-3-(5-methylisoxazol-4-yl)-N-(4-(2-phenylpropan-2-yl)phenyl)acrylamide C(#N)/C(/C(=O)NC1=CC=C(C=C1)C(C)(C)C1=CC=CC=C1)=C(\C=1C=NOC1C)/O